C12CNCC(N1C1=CC=C(C=N1)C=1C=3N(C=C(C1)OCC)N=C1C3C=NN1)C2 4-(6-(3,6-diazabicyclo[3.1.1]heptan-6-yl)pyridin-3-yl)-6-ethoxy-1H-pyrazolo[3',4':3,4]pyrazolo[1,5-a]pyridine